C(C)(C)(C)NS(=O)(=O)C=1C=CC(=NC1)NC([C@H](CC1=CC=CC=C1)NC(OC(C)(C)C)=O)=O (S)-tert-butyl 1-(5-(N-tert-butylsulfamoyl)pyridin-2-ylamino)-1-oxo-3-phenylpropan-2-ylcarbamate